Methyleneruthenium (II) dichloride C=[Ru-2](Cl)Cl